C(C)N([C@@H]1[C@@H](CCC1)OC=1C=C2CN(C(C2=CC1)=O)C1C(NC(CC1)=O)=O)C(C)C 3-(5-(((1R,2S)-2-(ethyl(isopropyl)amino)cyclopentyl)oxy)-1-oxoisoindolin-2-yl)piperidine-2,6-dione